tert-butyl 7-methyl-5-(methyl sulfonyl)-4-(((tetrahydro-2H-pyran-2-yl)oxy)methyl)-1H-indole-1-carboxylate CC=1C=C(C(=C2C=CN(C12)C(=O)OC(C)(C)C)COC1OCCCC1)S(=O)(=O)C